FC=1C=C(C=CC1)N1N=CC2=CC(=CC=C12)C(=O)OC methyl 1-(3-fluorophenyl)-1H-indazole-5-carboxylate